C(\C=C(/C)\CCC=C(C)C)C1=C(C=C(C=2C(C=C(OC12)C1=CC=C(O)C=C1)=O)O)O 8-GERANYLAPIGENIN